(2S,5S)-5-[(S)-2-(3-Fluoro-benzoylamino)-3-methyl-butyrylamino]-4-oxo-1,2,4,5,6,7-hexahydro-azepino[3,2,1-hi]indole-2-carboxylic acid (1H-[1,2,3]triazol-4-ylmethyl)-amide N1N=NC(=C1)CNC(=O)[C@H]1N2C3=C(C=CC=C3C1)CC[C@@H](C2=O)NC([C@H](C(C)C)NC(C2=CC(=CC=C2)F)=O)=O